methyl 4-(7-(benzyloxy)-1-(2-methoxy-2-oxoethyl)-1,2,3,4-tetrahydronaphthalen-1-yl)butanoate C(C1=CC=CC=C1)OC1=CC=C2CCCC(C2=C1)(CC(=O)OC)CCCC(=O)OC